NC([C@H](CC)NC[C@@H](CC(=O)O)CCC)=O (R)-3-((((S)-1-amino-1-oxobutan-2-yl)amino)methyl)hexanoic acid